(4-(((1s,3s)-3-aminocyclobutyl)amino)-1H-pyrrolo[2,3-b]pyridin-3-yl)(2-chloro-4-benzeneOxyphenyl) ketone NC1CC(C1)NC1=C2C(=NC=C1)NC=C2C(=O)C2=C(C=C(C=C2)OC2=CC=CC=C2)Cl